C(CCCCCC)(=O)NC=1[Se]C(=CN1)C(=O)NC1=C(C=CC=C1)C 2-(heptanoylamino)-N-(2-methylphenyl)-1,3-selenazol-5-carboxamide